N[C@H]1C[C@@H](O[C@H](C1)OC)C (2S,4S,6R)-4-amino-6-methoxy-2-methyl-tetrahydropyran